3-Oxoazaaniline-1-carboxylic acid tert-butyl ester C(C)(C)(C)OC(=O)C1(N)NC(CC=C1)=O